COC=1C=C(C=CC1OC)C=1NC2=CC=C(C=C2C1CC(F)(F)F)C=1C=C(C=CC1)C(=O)N1CC2CNCC2C1 (3-(2-(3,4-dimethoxyphenyl)-3-(2,2,2-trifluoroethyl)-1H-indol-5-yl)phenyl)(hexahydropyrrolo[3,4-c]pyrrol-2(1H)-yl)methanone